ethyl 1-(4,4,4-trifluoro-3-hydroxybutyl)-1H-pyrazole-5-carboxylate FC(C(CCN1N=CC=C1C(=O)OCC)O)(F)F